2,3-dimethyl-5-phenylfuran CC=1OC(=CC1C)C1=CC=CC=C1